FC(O[C@@H]1CC[C@H](CC1)NC1=NN2C(C=N1)=C(C=C2)C=2C=CC=1N(C2)C(=CN1)C(=O)N1CCCC1)F (6-(2-((trans-4-(difluoromethoxy)cyclohexyl)amino)pyrrolo[2,1-f][1,2,4]triazin-5-yl)imidazo[1,2-a]pyridin-3-yl)(pyrrolidin-1-yl)methanone